1-(6-((1-(4-(Difluoromethyl)phenyl)-4-methyl-1H-1,2,3-triazol-5-yl)methoxy)pyridazine-3-yl)-N-(tetrahydrofuran-3-yl)azetidine-3-carboxamide FC(C1=CC=C(C=C1)N1N=NC(=C1COC1=CC=C(N=N1)N1CC(C1)C(=O)NC1COCC1)C)F